S(=O)(=O)(O)C1(C(C(=C(C(=C1F)F)OC(C1=CC=C(C=C1)C#CC#N)=O)F)F)S(=O)(=O)[O-] sulfo-4-((4-(cyanoethynyl)benzoyl)oxy)-2,3,5,6-tetrafluorobenzene-sulfonate